C(CCCCCCCCCCC)SCC1=C(C(=CC(=C1)CSCCCCCCCCCCCC)C)O 2,4-bis((dodecyl-thio)methyl)-6-methylphenol